FC(OC1=CC2=C(N=C(O2)C=2C(=C(C=CC2)C2=C(C(=CC=C2)C2=CC(=C(C=C2)CN2CCCC2)OC(F)F)C)C)C=C1CN1[C@@H](CCC1)C(=O)OC)F methyl ((6-(difluoromethoxy)-2-(3''-(difluoromethoxy)-2,2'-dimethyl-4''-(pyrrolidin-1-ylmethyl)-[1,1':3',1''-terphenyl]-3-yl)benzo[d]oxazol-5-yl)methyl)-L-prolinate